2-(5-{[(1R,2R,3S,5S)-2-fluoro-8-azabicyclo[3.2.1]octan-3-yl](methyl)amino}pyrazin-2-yl)-5-(1H-indazol-5-yl)phenol F[C@@H]1[C@H]2CC[C@@H](C[C@@H]1N(C=1N=CC(=NC1)C1=C(C=C(C=C1)C=1C=C3C=NNC3=CC1)O)C)N2